tert-Butyl 5'-(1H-pyrrolo[2,3-c]pyridin-3-yl)spiro[cyclopropane-1,3'-pyrrolo[2,3-b]pyridine]-1'(2'H)-carboxylate N1C=C(C=2C1=CN=CC2)C=2C=C1C(=NC2)N(CC12CC2)C(=O)OC(C)(C)C